2-Chloro-N-methoxy-4-((2-(methoxymethyl)benzofuran-7-yl)oxy)-N-methylbenzamide ClC1=C(C(=O)N(C)OC)C=CC(=C1)OC1=CC=CC=2C=C(OC21)COC